FC(C(=O)C1CCNCC1)(F)F 2,2,2-Trifluoro-1-(piperidin-4-yl)ethan-1-on